3-anisoyl-amino-1,2,4-triazole phosphate P(=O)(O)(O)O.C(C1=CC(=CC=C1)OC)(=O)C1=NC(=NN1)N